N-((8-fluoro-1,2,3,5,6,7-hexahydro-s-indacen-4-yl)carbamoyl)-5-((((1-hydroxycyclobutyl)methyl)amino)methyl)-1-methyl-1H-pyrazole-3-sulfonamide FC=1C=2CCCC2C(=C2CCCC12)NC(=O)NS(=O)(=O)C1=NN(C(=C1)CNCC1(CCC1)O)C